[N-](S(=O)(=O)C(F)(F)F)S(=O)(=O)C(F)(F)F.C(C)[N+](CCCCCCCC)(CCO)CCO ethyl-bis(2-hydroxyethyl)-octylammonium bis(trifluoromethanesulfonyl)imide salt